OC(C)(C)C1=NOC=N1 3-(2-hydroxypropan-2-yl)-1,2,4-oxadiazol